3,5-dibromo-6'-(phenyl-d5)-1,1':2',1''-terphenyl BrC=1C=C(C=C(C1)Br)C=1C(=CC=CC1C1=C(C(=C(C(=C1[2H])[2H])[2H])[2H])[2H])C1=CC=CC=C1